Cl.CN1N=C2C(=CC(=CC2=C1)C1=CC=C2C(=N1)SC(=N2)N(C2CCNCC2)C)C 5-(2,7-Dimethyl-2H-indazol-5-yl)-N-methyl-N-(piperidin-4-yl)[1,3]thiazolo[5,4-b]pyridin-2-amin-Hydrochloride